O=C1NC(CCC1N1C(C2=CC=CC(=C2C1=O)NCC=1C=NN(C1)C1CCN(CC1)C(CC1CCN(CC1)CC(=O)O)=O)=O)=O 2-(4-(2-(4-(4-(((2-(2,6-dioxopiperidin-3-yl)-1,3-dioxoisoindolin-4-yl)amino)methyl)-1H-pyrazol-1-yl)piperidin-1-yl)-2-oxoethyl)piperidin-1-yl)acetic acid